O1C(=NN=C1)N1CC2(C1)OCCC2 2-(1,3,4-oxadiazol-2-yl)-5-oxa-2-azaspiro[3.4]Octane